CC(=C)C#C 2-methyl-1-butene-3-yne